ClC1=NC(=CC(=C1)C(C1CCC(CC1)C(=O)[O-])O)Cl 4-[(2,6-dichloro-4-pyridyl)-hydroxy-methyl]cyclohexanecarboxylate